CC1(C(=CNC2=CC=NC=C12)C(=O)O)C Dimethyl-1,4-dihydro-1,6-naphthyridine-3-carboxylic acid